(R)-9-(1-(4-(1H-1,2,3-triazol-1-yl)phenyl)ethyl)-2-(2-isopropylphenyl)-7,9-dihydro-8H-purin-8-one N1(N=NC=C1)C1=CC=C(C=C1)[C@@H](C)N1C2=NC(=NC=C2NC1=O)C1=C(C=CC=C1)C(C)C